E-Glutamic acid N[C@@H](CCC(=O)O)C(=O)O